CN1C(N(C=2C1=NC=C(C2)[N+](=O)[O-])C2=CC=CC=C2)=O 3-methyl-6-nitro-1-phenyl-1H-imidazo[4,5-b]pyridin-2(3H)-one